(S)-N-((3-fluorobenzo[b]thiophen-5-yl)methyl)-4-(2-(4-(trifluoromethyl)phenyl)-2H-pyrazolo[3,4-d]pyrimidin-4-yl)piperazine-2-carboxamide FC=1C2=C(SC1)C=CC(=C2)CNC(=O)[C@H]2NCCN(C2)C=2C=1C(N=CN2)=NN(C1)C1=CC=C(C=C1)C(F)(F)F